C(C)(C)(C)OC(=O)N1CCC(CC1)NC1=CC2=C(N(C(N2C)=O)C=2C(=NC(=CC2)OCC2=CC=CC=C2)OCC2=CC=CC=C2)C=C1.CC(CC(/C=C/C1C(=CCCC1(C)C)C)=O)C (E)-5-methyl-1-(2,6,6-trimethyl-1-cyclohex-2-enyl)hex-1-en-3-one tert-butyl-4-[[1-(2,6-dibenzyloxy-3-pyridyl)-3-methyl-2-oxo-benzimidazol-5-yl]amino]piperidine-1-carboxylate